C(C1=CC=CC=C1)OC(=O)N1CCC(CC1)OCCC=O 4-(3-oxo-propoxy)piperidine-1-carboxylic acid benzyl ester